(6bR,10aS)-8-(3-(4-(benzyloxy)phenoxy)propyl)-6b,7,8,9,10,10a-hexahydro-1H-pyrido[3',4':4,5]-pyrrolo[1,2,3-de]quinoxalin-2(3H)-one C(C1=CC=CC=C1)OC1=CC=C(OCCCN2C[C@@H]3[C@@H](N4CC(NC=5C=CC=C3C45)=O)CC2)C=C1